BrC=1C(=C(C=CC1)N1CCN(CC1)C(=O)OC(C)(C)C)C tert-Butyl 4-(3-bromo-2-methylphenyl)piperazine-1-carboxylate